[I-].C[N+](CCC(C)=O)(C)C N,N,N-trimethyl-3-oxobutan-1-aminium iodide